Methyl 3',5,5'-trichloro-[2,2'-bipyridine]-6-carboxylate ClC=1C(=NC=C(C1)Cl)C1=NC(=C(C=C1)Cl)C(=O)OC